titanium-calcium oxide [O-2].[Ca+2].[Ti+4].[O-2].[O-2]